C(#C)C1=CC=C(C=C1)COCC1=CC=CC=C1 1-ethynyl-4-[(phenylmethoxy)methyl]-benzene